OC1=C(C=C(C=C1CC(C)C)C(C)(C)C)N1N=C2C(=N1)C=CC=C2 2-(2'-hydroxy-3'-isobutyl-5'-tert-butylphenyl)-benzotriazole